(R)-1-((8-((3-Bromo-2-methylphenyl)amino)-1,7-naphthyridin-3-yl)methyl)pyrrolidin-3-ol BrC=1C(=C(C=CC1)NC=1N=CC=C2C=C(C=NC12)CN1C[C@@H](CC1)O)C